N-(2-(4-(4-cyclopropylpiperazine-1-yl)piperidine-1-yl)-4-methoxy-5-((6-((R)-3-(2,3,6-trifluorophenyl)isoxazolidine-yl)pyrimidine-4-yl)amino)phenyl)acrylamide C1(CC1)N1CCN(CC1)C1CCN(CC1)C1=C(C=C(C(=C1)OC)NC1=NC=NC(=C1)N1OCC[C@@H]1C1=C(C(=CC=C1F)F)F)NC(C=C)=O